FC=1C=C(CO)C=CC1F 3,4-difluorobenzyl alcohol